C(C)N1CCNC(C2=C1C=CC=C2)=O 1-ethyl-2,3-dihydro-1,4-benzodiazepin-5-one